C(C)(=O)NC1=C(C(=O)[O-])C=CC=C1 2-acetamidobenzoate